N-(2,4-difluoro-3-(7-fluoro-3-(1H-imidazol-2-yl)-1H-indazol-6-yl)phenyl)-2-methyl-2H-1,2,3-triazole-4-sulfonamide FC1=C(C=CC(=C1C1=CC=C2C(=NNC2=C1F)C=1NC=CN1)F)NS(=O)(=O)C1=NN(N=C1)C